OC(CCCCC1CC=CC(O1)=O)C(C)C 6-(5-hydroxy-6-methylheptyl)-5,6-dihydro-2H-pyran-2-one